1,3-di-tert-butyl-4,5-dimethylimidazolium-2-carboxylate C(C)(C)(C)N1C(=[N+](C(=C1C)C)C(C)(C)C)C(=O)[O-]